4-fluorobenzimidamide HCl salt Cl.FC1=CC=C(C(N)=N)C=C1